ClC1=CC=2C(=NS(=NC2C(=C1)C(F)(F)F)(=O)C)N[C@@H](C)C=1N(N=CN1)C1=NC=CN=C1 8-chloro-3-methyl-3-oxo-N-[(1S)-1-(2-pyrazin-2-yl-1,2,4-triazol-3-yl)ethyl]-10-(trifluoromethyl)-3λ6-thia-2,4-diazabicyclo[4.4.0]deca-1(6),2,4,7,9-pentaen-5-amine